methyl (2S)-2-(2,2,7-trifluoro-3-oxo-6-(2,3,4,6-tetrafluorophenyl)-2,3-dihydro-4H-benzo[b][1,4]oxazin-4-yl)propanoate FC1(C(N(C2=C(O1)C=C(C(=C2)C2=C(C(=C(C=C2F)F)F)F)F)[C@H](C(=O)OC)C)=O)F